C(#C)C=1C(=CC=C2C=C(C=C(C12)OC1=NC2=NC(=NC(=C2N1C1CC(C1)OC)N1C[C@@H](CCC1)C)OC[C@]12CCCN2C[C@@H](C1)F)O)F (3R)-1-{8-[(8-Ethynyl-7-fluoro-3-hydroxynaphthalen-1-yl)oxy]-2-{[(2R,7aS)-2-fluorotetrahydro-1H-pyrrolizin-7a(5H)-yl]methoxy}-7-(3-methoxycyclobutyl)-7H-purin-6-yl}-3-methylpiperidin